ClC=1C(=NC(=NC1)N([C@H]1C[C@@H](N(C(C1)=O)C1=CC=C2C(=NN(C2=C1)C)C1C(NC(CC1)=O)=O)C)C)NC=1C=C2CC(N(C2=CC1)C)=O 3-(6-((2S,4S)-4-((5-chloro-4-((1-methyl-2-oxoindolin-5-yl)amino)pyrimidin-2-yl)(methyl)amino)-2-methyl-6-oxopiperidin-1-yl)-1-methyl-1H-indazol-3-yl)piperidine-2,6-dione